NC=1N=NC(=CC1Br)Br 3-amino-4,6-dibromopyridazine